FN1CCC2(N(C3=CC=CC=C3C=N2)F)CC1 DIFLUOROSPIRO[PIPERIDINE-4,2'(1'H)-QUINAZOLINE]